1-benzyl-1-(1-((2-(methoxycarbonyl)-4-methylthiophen-3-yl)amino)-1-oxobutan-2-yl)phosphinan-1-ium formate C(=O)[O-].C(C1=CC=CC=C1)[P+]1(CCCCC1)C(C(=O)NC1=C(SC=C1C)C(=O)OC)CC